C(C)N1C2=CC=C(C=C2C=2C=C(C=CC12)C(C)=NO)C(C1=C(C=CC=C1)C)=O 1-[9-Ethyl-6-(2-methylbenzoyl)-9H-carbazol-3-yl]-ethane-1-one oxime